3-((cyclopropylamino)methyl)benzonitrile C1(CC1)NCC=1C=C(C#N)C=CC1